C(C)OC(C=C(C=CC=C(CCC=C(CCC=C(C)C)C)C)C)=O 3,7,11,15-tetramethyl-2,4,6,10,14-hexadecapentaenoic acid ethyl ester